tris(chloroisopropyl)phosphate CC(CCl)OP(=O)(OC(C)CCl)OC(C)CCl